5''-fluoro-6''-methoxy-2''-{(2R)-3-[(4-methoxyphenyl)methoxy]-2-methylpropyl}-2'',3''-dihydrodispiro[[1,3]dioxolane-2,1'-cyclohexane-4',1''-isoindole] FC=1C=C2CN(C3(C2=CC1OC)CCC1(CC3)OCCO1)C[C@H](COCC1=CC=C(C=C1)OC)C